FC1=C(C(=O)O)C=CC(=C1C)F 2,4-difluoro-3-methylbenzoic acid